tert-butyl (4S)-5-amino-4-(2-amino-4-bromo-anilino)-5-oxo-pentanoate NC([C@H](CCC(=O)OC(C)(C)C)NC1=C(C=C(C=C1)Br)N)=O